ethyl-3-[1-(2-tert-butoxy-2-oxo-ethyl)-6,7-dichloro-3-(1-tetrahydropyran-2-ylpyrazol-4-yl)indol-2-yl]propanoate C(C)OC(CCC=1N(C2=C(C(=CC=C2C1C=1C=NN(C1)C1OCCCC1)Cl)Cl)CC(=O)OC(C)(C)C)=O